COC(CC1=C(C=C(C=C1CC)C)CC)=O 2-(2,6-diethyl-4-methylphenyl)-acetic acid methyl ester